2,5-dibromo-3,4-dinitrothiophene BrC=1SC(=C(C1[N+](=O)[O-])[N+](=O)[O-])Br